3-hydroxy-4-methoxycinnamic acid OC=1C=C(C=CC(=O)O)C=CC1OC